FC=1C=C(C(=NC1)N1CCN(CC1)C(=O)OC(C)(C)C)C(NNC=O)=O tert-butyl 4-[5-fluoro-3-(formamidocarbamoyl)-2-pyridyl]-piperazine-1-carboxylate